(2R)-benzyl 2-((4-(tert-butyl)phenyl)(2-oxo-2-(3-oxopiperazin-1-yl)-1-(pyridin-3-yl)ethyl)carbamoyl)pyrrolidine-1-carboxylate C(C)(C)(C)C1=CC=C(C=C1)N(C(=O)[C@@H]1N(CCC1)C(=O)OCC1=CC=CC=C1)C(C(N1CC(NCC1)=O)=O)C=1C=NC=CC1